rhodium(III) nitrate hydrate O.[N+](=O)([O-])[O-].[Rh+3].[N+](=O)([O-])[O-].[N+](=O)([O-])[O-]